C(C)(=O)N1C2(CC(CC1(C(C2[2H])[2H])C)=O)C 8-acetyl-6,7-dideuterio-1,5-dimethyl-8-azabicyclo[3.2.1]octan-3-one